C1(CC1)C1=C(C=C(C=C1)C1=CC(=C(C(=N1)N)[N+](=O)[O-])N(C)CC1(CCCC1)COC)C(F)(F)F 6-[4-Cyclopropyl-3-(trifluoromethyl)phenyl]-N4-{[1-(methoxymethyl)cyclopentyl]methyl}-N4-methyl-3-nitropyridin-2,4-diamine